ClC1=NC=CC(=N1)N1C[C@@H](CCC1)NC1CC1 (R)-1-(2-chloropyrimidin-4-yl)-N-cyclopropylpiperidin-3-amine